FC=1C=C2C(=CNC2=CC1)C1C(NC(C1)=O)=O 3-(5-fluoro-1H-indol-3-yl)pyrrolidine-2,5-dione